C(C)(C)(C)OC(NC/C(=C\F)/COC=1C=NC(=NC1)N1C[C@H](CC1)OC)=O N-[(E)-3-fluoro-2-[[2-[(3S)-3-methoxypyrrolidin-1-yl]pyrimidin-5-yl]oxymethyl]allyl]carbamic acid tert-butyl ester